1-((tert-butoxycarbonyl)amino)-3,3-difluoro-8-azaspiro[4.5]decane-8-carboxylic acid tert-butyl ester C(C)(C)(C)OC(=O)N1CCC2(CC(CC2NC(=O)OC(C)(C)C)(F)F)CC1